8-(n-butoxymethyl)-tetracyclo[4.4.0.12,5.17,10]-3-dodecene C(CCC)OCC1C2C3C4C=CC(C3C(C1)C2)C4